7-[fluoromethylidene]-24-[hydroxy(2-methoxyphenyl)methyl]-5α,8α-cholane-3β,4β-diol FC=C1[C@@H]2[C@@H]3CC[C@H]([C@@H](CCCC(C4=C(C=CC=C4)OC)O)C)[C@]3(CC[C@@H]2[C@]2(CC[C@@H]([C@@H]([C@@H]2C1)O)O)C)C